ClC=1C(=C(C=CC1)CNCC(F)F)F N-[(3-chloro-2-fluorophenyl)methyl]-2,2-difluoroethylamine